tert-butyl (3-(4-(cis-3-(trifluoromethoxy)cyclobutyl)-1H-imidazol-1-yl)bicyclo[1.1.1]pentan-1-yl)carbamate FC(O[C@H]1C[C@H](C1)C=1N=CN(C1)C12CC(C1)(C2)NC(OC(C)(C)C)=O)(F)F